2-(7-(3-(1H-pyrazol-1-yl)phenyl)-2-morpholino-4-(pyridin-4-yl)-6H-pyrrolo[3,2-d]pyrimidin-6-yl)ethan-1-ol N1(N=CC=C1)C=1C=C(C=CC1)C=1C(N=C2C1N=C(N=C2C2=CC=NC=C2)N2CCOCC2)CCO